C(C)(C)(C)OC(=O)N1CCN(CC1)C1=NC=CC=C1OC(C)C.C(C1=CC=CC=C1)N1C(/C(/C2=CC(=CC=C12)NC1=NC(=NC2=CC=CC=C12)C)=C/C1=CC=CC=C1)=O (E)-1-benzyl-3-benzylidene-5-((2-methylquinazolin-4-yl)amino)indolin-2-one tert-butyl-4-(3-isopropoxypyridin-2-yl)piperazine-1-carboxylate